FC(C(=O)N)=CC1N(CCC1)C 2-fluoro-3-(1-methylpyrrolidine-2-yl)acrylamide